(3-bromo-5-chloro-2-fluorophenyl)-3-fluoropyrrolidine-1-sulfonamide BrC=1C(=C(C=C(C1)Cl)C1N(CCC1F)S(=O)(=O)N)F